Cl.NC1=CC(=NC(=C1)NC=1C=C2COCC2=CC1)C(=O)NC1CC2=CC=CC=C2C1 4-Amino-N-(2,3-dihydro-1H-inden-2-yl)-6-((1,3-dihydroisobenzofuran-5-yl)amino)picolinamide hydrochloride